(3aR,5R,7S,7aS)-7-(4-bromophenyl)-5-ethoxyhexahydroisobenzofuran BrC1=CC=C(C=C1)C=1C[C@@H](C[C@H]2COCC12)OCC